C(C)(C)(C)OC tert.Butyl-methylether